C1(=CC=CC=C1)\C=C(/CCCCC)\C=1NC=2C(=C3C=CC=NC3=C3N=CC=CC23)N1 (E)-2-(1-phenylhept-1-en-2-yl)-1H-imidazo[4,5-f][1,10]phenanthroline